4-(3-(2-methoxypyrimidin-5-yl)-1H-pyrazolo[3,4-b]pyridin-5-yl)benzene-1,2-diol COC1=NC=C(C=N1)C1=NNC2=NC=C(C=C21)C=2C=C(C(=CC2)O)O